7-methyl-6-(1-(pyridin-3-ylsulfonyl)piperidin-4-yl)imidazo[1,2-b]pyridazine CC1=CC=2N(N=C1C1CCN(CC1)S(=O)(=O)C=1C=NC=CC1)C=CN2